ethyl 2-(((S)-3-(3-chloro-5-fluorophenyl)-5-(piperidin-1-yl)pentyl)(methyl)amino)-2-(4-fluoro-3-methyl-2-((1r,4S)-4-(1-methylcyclopropoxy)cyclohexyl)phenyl)acetate ClC=1C=C(C=C(C1)F)[C@H](CCN(C(C(=O)OCC)C1=C(C(=C(C=C1)F)C)C1CCC(CC1)OC1(CC1)C)C)CCN1CCCCC1